C(C)OC(COC1C[C@H]2CC[C@@H](C1)N2C(=O)OC(C)(C)C)=O tert-butyl (1R,3r,5S)-3-(2-ethoxy-2-oxoethoxy)-8-azabicyclo[3.2.1]octan-8-carboxylate